FC1=CC=C(C=C1)C1=CC(=C(C=C1)CNC(C=C)=O)N1N=NC=C1 N-((4'-fluoro-3-(1H-1,2,3-triazol-1-yl)-[1,1'-biphenyl]-4-yl)methyl)acrylamide